Dimethyl(4-ferrocenyl-2-isopropylindenyl)(2,3,4,5-tetramethylcyclopentadienyl)silane C[Si](C1C(=C(C(=C1C)C)C)C)(C1C(=CC2=C(C=CC=C12)[C-]1C=CC=C1)C(C)C)C.[CH-]1C=CC=C1.[Fe+2]